BrC=1C=CC=2N(C1)N=CC2B2OC(C(O2)(C)C)(C)C 6-bromo-3-(4,4,5,5-tetramethyl-1,3,2-dioxaborolan-2-yl)pyrazolo[1,5-a]pyridine